C(C)(C)(C)OC(=O)C=1C=NN(C1)C1=CCC(CC1)C(=O)OCC (4-(ethoxycarbonyl)cyclohex-1-en-1-yl)-1H-pyrazole-4-carboxylic acid tert-butyl ester